C1(CC1)C1=CC(=NN1COCC[Si](C)(C)C)NC(C(F)(F)C=1C=CC(=NC1)C=1CN(CCC1)C(=O)OC(C)(C)C)=O tert-butyl 5-(2-((5-cyclopropyl-1-((2-(trimethylsilyl) ethoxy) methyl)-1H-pyrazol-3-yl) amino)-1,1-difluoro-2-oxoethyl)-5',6'-dihydro-[2,3'-bipyridine]-1'(2'H)-carboxylate